N1=CC=C(C=C1)NC=1C=C(C(=O)NC2=CC=C(C=C2)NC2=CC=NC=C2)C=CC1 3-(pyridin-4-ylamino)-N-(4-(pyridin-4-ylamino)phenyl)benzamide